5-(3-Cyanophenyl)-N-(3-(2-(hydroxyimino)propyl)-1,2,4-thiadiazol-5-yl)-2-methylfuran-3-carboxamide C(#N)C=1C=C(C=CC1)C1=CC(=C(O1)C)C(=O)NC1=NC(=NS1)CC(C)=NO